N.[B].[Na] sodium boron nitrogen hydride